COC=1C=C2C=NN=C(C2=CC1OC)NC(C)C=1SC=C(C1)C1=C(C=CC=C1)CNC 6,7-dimethoxy-N-(1-(4-(2-((methylamino)methyl)phenyl)thiophen-2-yl)ethyl)phthalazin-1-amine